2-((5-Bromo-2-((3,4,5-trimethoxyphenyl)amino)pyrimidin-4-yl)amino)-N-(2,2-difluoroethyl)benzamide BrC=1C(=NC(=NC1)NC1=CC(=C(C(=C1)OC)OC)OC)NC1=C(C(=O)NCC(F)F)C=CC=C1